C(C)(C)(C)C=1C=C(N(N1)CC1CC1)NC(NC=1SC(=CN1)CCC1=CC(=NC=C1)[NH-])=O N-[4-(2-{2-[3-(5-tert-Butyl-2-cyclopropylmethyl-2H-pyrazol-3-yl)-ureido]-thiazol-5-yl}-ethyl)-pyridin-2-yl]-amide